ClC1=C2C=CC=NC2=C(N=C1)N 5-chloro-1,7-naphthyridin-8-amine